(E)-3-(4-chlorobenzylidene)-5-phenylpent-4-yn-2-one ClC1=CC=C(\C=C(\C(C)=O)/C#CC2=CC=CC=C2)C=C1